(2R)-2,4-dimethylpiperidin-4-ol C[C@H]1NCCC(C1)(O)C